FC(CCS(=O)(=O)C)(F)F 1,1,1-trifluoro-3-(methylsulfonyl)propane